N=1C=C(N2N=CC=CC21)NC(=O)C2=CC1=CN(N=C1C=C2OC)C2CCC1(COC(N1C)=O)CC2 rel-N-(imidazo[1,2-b]pyridazin-3-yl)-6-methoxy-2-((5r,8r)-1-methyl-2-oxo-3-oxa-1-azaspiro[4.5]decan-8-yl)-2H-indazole-5-carboxamide